Tert-butyl (2S)-4-(7-(8-chloronaphthalen-1-yl)-2-(methylsulfonyl)-5,6,7,8-tetrahydropyrido[3,4-d]pyrimidin-4-yl)-2-(cyanomethyl)piperazin-1-formate ClC=1C=CC=C2C=CC=C(C12)N1CC=2N=C(N=C(C2CC1)N1C[C@@H](N(CC1)C(=O)OC(C)(C)C)CC#N)S(=O)(=O)C